BrCC1=C(C(=O)OC)C=C(C=C1C(F)F)CO methyl 2-(bromomethyl)-3-(difluoromethyl)-5-(hydroxymethyl)-benzoate